Arginine-Hydrochloride Cl.N[C@@H](CCCNC(N)=N)C(=O)O